6-[(3-ethoxy-2-pyridyl)oxy]-N-(6-methylpyridazin-3-yl)imidazo[1,2-a]pyridine-2-carboxamide C(C)OC=1C(=NC=CC1)OC=1C=CC=2N(C1)C=C(N2)C(=O)NC=2N=NC(=CC2)C